CC1=CC(=C(C=C1)C#CC1=CC=CC=C1)[N+](=O)[O-] 4-methyl-2-nitro-1-(phenylethynyl)benzene